C(C)(C)(C)OC(=O)C=1SC(=C(C1OCC(=O)O)Cl)C1=CC(=C(C=C1)F)NC1CCN(CC1)S(=O)(=O)CC1=CC(=CC=C1)[N+](=O)[O-] 2-[[2-tert-butoxycarbonyl-4-chloro-5-[4-fluoro-3-[[1-[(3-nitrophenyl)methylsulfonyl]-4-piperidyl]amino]phenyl]-3-thienyl]oxy]acetic acid